2-(2,4-difluorophenyl)sulfonyl-2,6-diazaspiro[3.3]heptane FC1=C(C=CC(=C1)F)S(=O)(=O)N1CC2(C1)CNC2